C1=CC=CC=2C3=CC(=C4C=CC=CC4=C3C=CC12)B(O)O chrysen-6-yl-boronic acid